C(C)OC(=O)C1N(CCN(C1)CC1=CC=CC=C1)CC1=CC=CC=C1 1,4-dibenzylpiperazine-2-carboxylic acid ethyl ester